ClC1=C(OC=2C=CC3=C(N(C=N3)C3(CC3)C(F)F)C2)C(=CC(=C1)[N+](=O)[O-])Cl 6-(2,6-dichloro-4-nitrophenoxy)-1-(1-(difluoromethyl)cyclopropyl)-1H-benzo[d]Imidazole